6-bromo-7-chloro-5-(2,6-difluorophenyl)-3H-1,4-benzodiazepine-2-Amine BrC1=C(C=CC2=C1C(=NCC(=N2)N)C2=C(C=CC=C2F)F)Cl